Piceno[13,14-c][1,2,5]thiadiazole-14,14-dioxide C1=CC=CC2=CC=C3C4=CC=C5C=CC=CC5=C4C4=NS(N=C4C3=C21)(=O)=O